4-(1-cyclopropyl-1H-pyrrolo[2,3-b]pyridin-3-yl)-2-((4-((2-(dimethylamino)ethyl)(methyl)amino)-2-methoxy-5-nitrophenyl)amino)pyrimidine-5-carbonitrile C1(CC1)N1C=C(C=2C1=NC=CC2)C2=NC(=NC=C2C#N)NC2=C(C=C(C(=C2)[N+](=O)[O-])N(C)CCN(C)C)OC